C(#N)C=1C=C(C=CC1)NC(=O)N[C@@H]1C[C@H](C=2C1=CC(=C1C=C(N=CC21)C2CC2)S(NCC(C)C)(=O)=O)NC(=O)C=2C=NC=CC2 |r| N-[trans-(7RS,9RS)-7-[(3-cyanophenyl)carbamoylamino]-3-cyclopropyl-5-(2-methylpropylsulfamoyl)-8,9-dihydro-7H-cyclopenta[h]isoquinolin-9-yl]pyridine-3-carboxamide